O1CCC(CC1)C1=CC=C(N=N1)N 6-(Tetrahydro-2H-pyran-4-yl)pyridazin-3-amine